ClC1=C(C=C(C(=C1)F)N=C=O)C=1CCOCC1 4-(2-chloro-4-fluoro-5-isocyanatophenyl)-3,6-dihydro-2H-pyran